FC(COC(C)=O)(F)F acetic acid-2,2,2-trifluoroethyl ester